C1(CC1)NC(=O)C=1C=CC2=C(OC[C@@H](C(N2C)=O)NC(C2=CC=CC=C2)(C2=CC=CC=C2)C2=CC=CC=C2)C1 (S)-N-cyclopropyl-5-methyl-4-oxo-3-(tritylamino)-2,3,4,5-tetrahydrobenzo[b][1,4]Oxazepine-8-formamide